tert-butyl N-[2-[(4-aminophenyl)sulfonylamino]ethyl]-N-methyl-carbamate NC1=CC=C(C=C1)S(=O)(=O)NCCN(C(OC(C)(C)C)=O)C